2-Amino-7-oxo-2',3',4,7-tetrahydro-5H-spiro[benzo[b]thiophene-6,1'-indene]-3-carboxylic acid NC1=C(C2=C(S1)C(C1(CCC3=CC=CC=C13)CC2)=O)C(=O)O